N-(3-(1H-imidazol-1-yl)propyl)-5-phenyl-7-(m-tolyl)pyrazolo[1,5-a]pyrimidine-2-carboxamide N1(C=NC=C1)CCCNC(=O)C1=NN2C(N=C(C=C2C=2C=C(C=CC2)C)C2=CC=CC=C2)=C1